FC1=C(CC2=NC3=C(N2CCOC)C=C(C=C3)C(=O)O)C=C(C(=C1)C1=NC(=CC=C1)OCC=1C=NC(=CC1)C1=CC=NN1C)F 2-(2,5-difluoro-4-(6-((6-(1-methyl-1H-pyrazol-5-yl)pyridin-3-yl)methoxy)pyridin-2-yl)benzyl)-1-(2-methoxyethyl)-1H-benzo[d]imidazole-6-carboxylic acid